NC1=C(N=C2N1C=CC(=C2C=2C(=CC1=C(OCC(N1C)=O)C2)OC)F)C(=O)NCCC 3-Amino-7-fluoro-8-(6-methoxy-4-methyl-3-oxo-3,4-dihydro-2H-benzo[b][1,4]Oxazin-7-yl)-N-propylimidazo[1,2-a]pyridine-2-carboxamide